7-((5-(4-hydroxypiperidin-1-yl)pyridin-2-yl)amino)-3,3-dimethyl-4-(1-methyl-1H-pyrrolo[2,3-b]pyridin-4-yl)isoindolin-1-one OC1CCN(CC1)C=1C=CC(=NC1)NC=1C=CC(=C2C(NC(C12)=O)(C)C)C1=C2C(=NC=C1)N(C=C2)C